2,4-dibromothiophenol BrC1=C(C=CC(=C1)Br)S